2-{3-[(4-methanesulfonyl-2-methoxyphenyl)amino]prop-1-yn-1-yl}-3-methyl-N-(1-methylpiperidin-4-yl)-1-(2,2,2-trifluoroethyl)-1H-indol-4-amine CS(=O)(=O)C1=CC(=C(C=C1)NCC#CC=1N(C=2C=CC=C(C2C1C)NC1CCN(CC1)C)CC(F)(F)F)OC